bromothiolamide BrC1=C(SC=C1)C(=O)N